N-((5-(2-(2,2-difluoroacetyl)hydrazine-1-carbonyl)pyridin-2-yl)methyl)-N-(3-fluorophenyl)thiomorpholine-4-carboxamide 1,1-dioxide FC(C(=O)NNC(=O)C=1C=CC(=NC1)CN(C(=O)N1CCS(CC1)(=O)=O)C1=CC(=CC=C1)F)F